ClC=1C=C(C=CC1)C=CC(=O)C1=CC=C(OCC(=O)O)C=C1 2-[4-[3-(3-Chlorophenyl)prop-2-enoyl]phenoxy]acetic acid